1-(3-(benzyloxy)cyclobutyl)-4-methylbenzene C(C1=CC=CC=C1)OC1CC(C1)C1=CC=C(C=C1)C